3-fluoro-5-[3-(pyridin-2-ylcarbamoyl)-4-trifluoromethyl-phenylethynyl]-benzoic acid methyl ester COC(C1=CC(=CC(=C1)C#CC1=CC(=C(C=C1)C(F)(F)F)C(NC1=NC=CC=C1)=O)F)=O